ClC1=NC=C(C(=C1)NCC[C@@H](C)OC1=C(C=NN1C)C1=NC=CC(=N1)N)C1=NN(C(=C1)C(F)(F)F)C (R)-2-(5-((4-((2-Chloro-5-(1-methyl-5-(trifluoromethyl)-1H-pyrazol-3-yl)pyridin-4-yl)amino)butan-2-yl)oxy)-1-methyl-1H-pyrazol-4-yl)pyrimidin-4-amine